C(CCCCCCCCCCCCCCC)N1C(=C(C(C2=C(C=C(C=C12)OCC)OCC)=O)OCC)C1=CC=C(C=C1)OCC N-hexadecyl-2-(4-ethoxyphenyl)-3,5,7-triethoxyquinolin-4-one